3-oxetidinone O1CC(C1)=O